(S)-N-(4-(((2-(2-(Hydroxymethyl)pyrrolidin-1-yl)-8-isopropylpyrazolo[1,5-a][1,3,5]triazin-4-yl)amino)methyl)phenyl)acetamide OC[C@H]1N(CCC1)C1=NC=2N(C(=N1)NCC1=CC=C(C=C1)NC(C)=O)N=CC2C(C)C